2-(4-((tert-butyldimethylsilyl)oxy)butyl)cyclopropane-1-carboxylic acid [Si](C)(C)(C(C)(C)C)OCCCCC1C(C1)C(=O)O